1,2,5-oxadiazine-3-methanamine O1NC(=CN=C1)CN